BrCCCCS(=O)(=O)[O-] 4-bromobutane-1-sulfonic acid anion